FC(S(=O)(=O)OC=1CCN(CC1)[C@@H]1CC[C@H](CC1)CC(=O)OC(C)(C)C)(F)F trans-tert-butyl 2-(4-(4-(((trifluoromethyl)sulfonyl)oxy)-3,6-dihydropyridin-1(2H)-yl)cyclohexyl)acetate